ClC=1C(=NC=CC1N)OC Chloro-2-methoxypyridin-4-amine